5-bromo-2-chloro-3-methoxypyridine BrC=1C=C(C(=NC1)Cl)OC